5-(1H-Imidazol-1-yl)-2-{5-[methyl(piperidin-4-yl)amino][1,3]thiazolo[5,4-d][1,3]thiazol-2-yl}pyridin-3-ol N1(C=NC=C1)C=1C=C(C(=NC1)C=1SC=2N=C(SC2N1)N(C1CCNCC1)C)O